FC1=C(C=C(C=C1)C(CO)NC(=O)C1C(C1)C1=C(C=CC(=C1)F)F)N1CCOCC1 2-(2,5-difluoro-phenyl)-cyclopropanecarboxylic acid [1-(4-fluoro-3-morpholin-4-yl-phenyl)-2-hydroxy-ethyl]-amide